2,3-diethyl-acrylic acid C(C)C(C(=O)O)=CCC